ClC1=CC(=C2C=C(N=NC2=C1)C1CCN(CC1)C(=O)OC(C)(C)C)F tert-Butyl 4-(7-chloro-5-fluoro-cinnolin-3-yl)piperidine-1-carboxylate